1-(4-(((5-(4-phenoxyphenyl)pyrimidin-4-yl)oxy)methyl)piperidin-1-yl)prop-2-en-1-one O(C1=CC=CC=C1)C1=CC=C(C=C1)C=1C(=NC=NC1)OCC1CCN(CC1)C(C=C)=O